C1(CCCCC1)OCC=1N(C=2C(=C3CC[C@@H](N(C3=CC2)C(=O)OC)C)N1)C1CCCCC1 (1S,4r)-4-((S)-2-((Cyclohexyloxy)methyl)-6-(methoxycarbonyl)-7-methyl-6,7,8,9-tetrahydro-3H-imidazo[4,5-f]chinolin-3-yl)cyclohexan